C(C)(C)(C)OC(=O)C1=CC=C2C(=N1)N(C(=N2)CC2=C(C=C(C(=C2)F)Br)F)C[C@H]2OCC2 2-[(4-bromo-2,5-difluoro-phenyl)methyl]-3-[[(2S)-oxetan-2-yl]methyl]imidazo[4,5-b]pyridine-5-carboxylic acid tert-butyl ester